rac-benzyl ((1R,2R,4R,5S)-5-((tert-butyldiphenylsilyl)oxy)bicyclo[2.2.1]heptan-2-yl)carbamate [Si](C1=CC=CC=C1)(C1=CC=CC=C1)(C(C)(C)C)O[C@@H]1[C@H]2C[C@H]([C@@H](C1)C2)NC(OCC2=CC=CC=C2)=O |r|